ClC=1C=C(CNCCCCOC2CN(C2)C2=NC3=C(C4=CN=CC=C24)C=CC(=C3)C(=O)O)C=C(C1Cl)OC(F)(F)F 5-(3-(4-((3,4-dichloro-5-(trifluoromethoxy)benzyl)amino)butoxy)azetidin-1-yl)benzo[c][2,6]naphthyridine-8-carboxylic acid